COC(=O)C1=NC(=NC(=C1C=C)N)C1=CC=C(C=C1)N 6-amino-2-(4-aminophenyl)-5-vinylpyrimidine-4-carboxylic acid methyl ester